3-[5-[1-(2-Fluoro-6-methyl-phenyl)-piperidin-4-yl]-6-oxo-7-(2-trifluoromethylbenzyl)-4,5,6,7-tetrahydro-pyrazolo[3,4-d]pyrimidin-2-yl]-azetidine-1-carboxylic acid isopropyl ester C(C)(C)OC(=O)N1CC(C1)N1N=C2N(C(N(CC2=C1)C1CCN(CC1)C1=C(C=CC=C1C)F)=O)CC1=C(C=CC=C1)C(F)(F)F